C(C=C)N1N(C2=NC(=CC=C2C1=O)NC1=NC=C(C(=N1)N[C@H](CO)C1=CC=CC=C1)C=1OC=NN1)C(C)C (S)-2-allyl-6-((4-((2-hydroxy-1-phenylethyl)amino)-5-(1,3,4-oxadiazol-2-yl)pyrimidin-2-yl)amino)-1-isopropyl-1,2-dihydro-3H-pyrazolo[3,4-b]pyridin-3-one